FC(C=1N=CC(=NC1)CC(=O)NC1=NNC(=C1)[C@@H]1C[C@@H](CC1)CC(C)NC([O-])=O)(F)F (1R,3S)-3-[3-({[5-(trifluoromethyl)pyrazin-2-yl]acetyl}amino)-1H-pyrazol-5-yl]cyclopentylpropan-2-ylcarbamate